ClC1=CC=C(CC2(CC=CC3=CC=CC(=C23)N)N)C=C1 1-(4-chlorobenzyl)naphthalene-1,8-diamine